ClC1=CC(=C(C=C1)C1=NC(=NC2=NC(=C(N=C12)C)C)N1C[C@@H](OCC1)C1=NOC(=C1)C1CC1)F (2R)-4-[4-(4-chloro-2-fluoro-phenyl)-6,7-dimethyl-pteridin-2-yl]-2-(5-cyclopropylisoxazol-3-yl)morpholine